(1-(tert-butoxycarbonyl)-3-carbamoylazetidin-3-yl)methyl-1-methyl-2H-indazol C(C)(C)(C)OC(=O)N1CC(C1)(C(N)=O)CN1N(C2=CC=CC=C2C1)C